NCCCN(CCCN)CCCCCCCCCCCC N-(3-aminopropyl)-N-dodecyl-1,3-diaminopropane